tertbutyl 4-methylenepiperidine-1-carboxylate C=C1CCN(CC1)C(=O)OC(C)(C)C